N'-(5-bromopyridin-2-yl)-5-methyl-1,2,4-oxadiazole-3-carbohydrazide BrC=1C=CC(=NC1)NNC(=O)C1=NOC(=N1)C